4-(4-chlorophenyl)-1-((1-(3-methylphenyl)-3-((S)-1-hydroxyethyl)-1H-1,2,4-triazol-5-yl)methyl)-3-((S)-3,3,3-trifluoro-2-hydroxypropyl)-1,3-dihydro-2H-imidazol-2-one ClC1=CC=C(C=C1)C=1N(C(N(C1)CC1=NC(=NN1C1=CC(=CC=C1)C)[C@H](C)O)=O)C[C@@H](C(F)(F)F)O